4-Amino-5-(ethylsulfonyl)-2-methoxybenzoic acid NC1=CC(=C(C(=O)O)C=C1S(=O)(=O)CC)OC